4-(2-(2-methoxymethoxy-5-fluoro-phenyl)-2-hydroxy-(2-thienyl)ethyl)-pyridine COCOC1=C(C=C(C=C1)F)C(CC1=CC=NC=C1)(O)C=1SC=CC1